4-bromo-2-(2,2-difluoroethyl)benzonitrile BrC1=CC(=C(C#N)C=C1)CC(F)F